FC=1C(=NC(=NC1C)N)C 5-fluoro-4,6-dimethylpyrimidin-2-amine